(4R)-1-(2,2,4-trimethyl-3,4-dihydroquinolin-1(2H)-yl)ethanone CC1(N(C2=CC=CC=C2[C@@H](C1)C)C(C)=O)C